C(C)(C)(C)OC(=O)N1CC(C1)CN1CCN(CC1)C1CCN(CC1)C(=O)OCC1=CC=CC=C1 benzyl 4-(4-((1-(tert-butoxycarbonyl)azetidin-3-yl)methyl)piperazin-1-yl)piperidine-1-carboxylate